ClC1=C(C(=C(COC2=CC=CC(=N2)C2=CC(=C(CC3=NC4=C(N3[C@@H]3COCC3(C)C)C=C(C=C4)C(=O)O)C=C2F)F)C=C1)F)F (S)-2-(4-(6-((4-chloro-2,3-difluorobenzyl)oxy)pyridin-2-yl)-2,5-difluorobenzyl)-1-(4,4-dimethyltetrahydrofuran-3-yl)-1H-benzo[d]imidazole-6-carboxylic acid